1-octyl-β-D-glucuronamide C(CCCCCCC)[C@]1(O)[C@H](O)[C@@H](O)[C@H](O)[C@H](O1)C(=O)N